6-chloro-3-(((R)-1-(3,6-dimethyl-4-oxo-2-((R)-3-(pyridin-3-yloxy)pyrrolidin-1-yl)-3,4-dihydroquinazolin-8-yl)ethyl)amino)-N-(methylsulfonyl)picolinamide ClC1=CC=C(C(=N1)C(=O)NS(=O)(=O)C)N[C@H](C)C=1C=C(C=C2C(N(C(=NC12)N1C[C@@H](CC1)OC=1C=NC=CC1)C)=O)C